methyl propiolate (ethyl propiolate) C(C)C#CC(=O)O.C(C#C)(=O)OC